C(=O)C1=CC=C(S1)C1=CC=C(C=C1)N(C1=CC=C(C(=O)O)C=C1)C1=CC=C(C=C1)C=1SC(=CC1)C=O 4-(bis(4-(5-formylthiophene-2-yl)phenyl)amino)benzoic acid